C[C@@H]1CN(C[C@@H](N1)C)C1=C2C=NC(=NC2=C(C=C1)C(=O)NC1=CC2=CN(N=C2C(=C1)F)C)OCCN1CCOCC1 5-[(3R,5S)-3,5-dimethylpiperazin-1-yl]-N-(7-fluoro-2-methyl-indazol-5-yl)-2-(2-morpholinoethoxy)quinazoline-8-carboxamide